COC1=CC=C(C(=N1)C)C1=CC=C(C(=O)O)C=C1 4-(6-methoxy-2-methylpyridin-3-yl)benzoic acid